OC=1C(=CC(=C2C=CC=NC12)[N+](=O)[O-])C(C(=CC)C1=CC=CC=C1)NC(CCCC)=O N-[1-(8-hydroxy-5-nitroquinolin-7-yl)-2-phenylbut-2-en-1-yl]pentanamide